OC1=NC(=NC(=C1N)O)C#N 4,6-dihydroxyl-2-cyano-aminopyrimidine